ethyl-6-fluoro-2-methyl-1-((2-(trimethylsilyl)ethoxy)methyl)-1H-thieno[2,3-d]imidazole C(C)C1=C(C2=C(N=C(N2COCC[Si](C)(C)C)C)S1)F